4-(6-(2,6-diazaspiro[3.5]nonan-2-yl)pyridin-3-yl)-6-ethoxy-1H-pyrazolo[3',4':3,4]pyrazolo[1,5-a]pyridine hydrochloride Cl.C1N(CC12CNCCC2)C2=CC=C(C=N2)C=2C=1N(C=C(C2)OCC)N=C2C1C=NN2